N-(8-(methylamino)-5-(6-morpholinobenzo[d]oxazol-2-yl)-2,7-naphthyridin-3-yl)cyclopropanecarboxamide CNC=1N=CC(=C2C=C(N=CC12)NC(=O)C1CC1)C=1OC2=C(N1)C=CC(=C2)N2CCOCC2